6-[3-chloro-4-(trifluoromethyl)phenyl]-3-methyl-2,3,4,5-tetrahydropyridine ClC=1C=C(C=CC1C(F)(F)F)C=1CCC(CN1)C